[2-(4-chloro-2,6-dimethylphenyl)acetamido]-4-oxocyclohexanecarboxylate ClC1=CC(=C(C(=C1)C)CC(=O)NC1(CCC(CC1)=O)C(=O)[O-])C